9-oxo-heptadecanedioic acid 1-(3-ethyl-nonyl) 17-(heptadecane-9-yl) ester CCCCCCCCC(CCCCCCCC)OC(CCCCCCCC(CCCCCCCC(=O)OCCC(CCCCCC)CC)=O)=O